COC1=C(OCC1)OC Dimethoxydihydrofuran